N1=CC=C(C2=CC=CN=C12)C(=O)N 1,8-naphthyridine-4-carboxamide